5-oxo-7-(2-thienyl)-6-(2-thienylmethyl)-2,4-dioxa-6-aza-heptyl-N,N-dimethylamine O=C(OCOCN(C)C)N(CC=1SC=CC1)CC=1SC=CC1